CC(CCCCCCCCCCCCCC)CCCCCCCCCCCCCCCCCCCC 15-methyl-pentatriacontane